C(C)(C)(C)OC(=O)N1CC(C1)C#CC1=C(C=CC=C1)C(F)F 3-((2-(difluoromethyl)phenyl)ethynyl)azetidine-1-carboxylic acid tert-butyl ester